5-(4-((2-amino-3-methylpyridin-4-yl)methyl)piperazin-1-yl)-N,6-dimethylpicolinamide NC1=NC=CC(=C1C)CN1CCN(CC1)C=1C=CC(=NC1C)C(=O)NC